isopropyl (1S,2R,5R)-3-((6-(4-fluorophenoxy)pyridin-3-yl)sulfonyl)-2-(hydroxycarbamoyl)-3,8-diazabicyclo[3.2.1]octane-8-carboxylate FC1=CC=C(OC2=CC=C(C=N2)S(=O)(=O)N2[C@H]([C@@H]3CC[C@H](C2)N3C(=O)OC(C)C)C(NO)=O)C=C1